ClC1=C(C(=O)O)C=CC=C1NS(=O)(=O)CCC 2-chloro-3-(propylsulfonylamino)benzoic acid